C=1N=CN2C1C(=CC=C2)N2CCN(CC2)C(=O)OC(C)(C)C tert-butyl 4-(imidazo[1,5-a]pyridin-8-yl)piperazine-1-carboxylate